NC1=CC=C(CCN2CC(CC2)C(=O)OC)C=C1 methyl 1-(4-aminophenethyl)pyrrolidine-3-carboxylate